C(C)C=1C=CC(=NC1)CCOC1=CC=C(C=C1)C[C@@]1(C(NC(S1)=O)=O)[2H] |r| RAC-5-({p-[2-(5-ETHYL-2-PYRIDYL)ETHOXY]PHENYL}METHYL)-(5-2H)-1,3-THIAZOLIDINE-2,4-DIONE